C1(=CC=CC=2C(=CC=CC12)C(=O)F)C(=O)F naphthalene-1,5-dicarbonyl difluoride